N1N=CC2=CC(=CC=C12)NC1=NN=C(S1)C=1C=CC2=C(SC(=C2)C(=O)NC(C)C)C1 6-(5-((1H-indazol-5-yl)amino)-1,3,4-thiadiazol-2-yl)-N-isopropylbenzo[b]thiophene-2-carboxamide